di-tert-butyl (2S,4S)-4-hydroxypyrrolidine-1,2-dicarboxylate O[C@H]1C[C@H](N(C1)C(=O)OC(C)(C)C)C(=O)OC(C)(C)C